O[C@H]1CN(CC[C@@H]1C1=CC=CC=2N(C(N(C21)C)=O)C2C(N(C(CC2)=O)CC2=CC=C(C=C2)OC)=O)C(=O)OC(C)(C)C Tert-butyl (3R,4R)-3-hydroxy-4-[1-[1-[(4-methoxyphenyl)methyl]-2,6-dioxo-3-piperidyl]-3-methyl-2-oxo-benzimidazol-4-yl]piperidine-1-carboxylate